2,6-dimethyl-9,10-bis(n-dodecanoyloxy)anthracene CC1=CC2=C(C3=CC=C(C=C3C(=C2C=C1)OC(CCCCCCCCCCC)=O)C)OC(CCCCCCCCCCC)=O